O1[C@H](COCC1)CNC(=O)C1=C(C2=C(CC3(C4=CN(N=C24)C[C@@H]2OCCOC2)CCC3)O1)C N,2'-bis[(2S)-1,4-dioxan-2-ylmethyl]-8'-methyl-2',5'-dihydrospiro[cyclobutane-1,4'-furo[2,3-g]indazole]-7'-carboxamide